Tetradecen oxid C1C(CCCCCCCCCCCC)O1